3-((4-(5-chloro-3-methyl-2-(((S)-2-methylpiperazin-1-yl)methyl)phenyl)pyrrolo[2,1-f][1,2,4]triazin-6-yl)methyl)-6,6-dimethyl-3-azabicyclo[3.1.0]hexane-2,4-dione hydrochloride Cl.ClC=1C=C(C(=C(C1)C1=NC=NN2C1=CC(=C2)CN2C(C1C(C1C2=O)(C)C)=O)CN2[C@H](CNCC2)C)C